2-(2,6-dioxopiperidin-3-yl)-4-methoxy-3-oxoisoindoline-5-carbaldehyde O=C1NC(CCC1N1CC2=CC=C(C(=C2C1=O)OC)C=O)=O